N,N-dimethyl-2-(4-nitro-2-((trifluoromethyl)sulfonyl)phenyl)ethan-1-amine CN(CCC1=C(C=C(C=C1)[N+](=O)[O-])S(=O)(=O)C(F)(F)F)C